6-[6-[1-[2-(aminomethyl)-3,3-difluoro-allyl]-5-oxo-1,2,4-triazol-4-yl]-5-methyl-3-pyridyl]-1-methyl-3,4-dihydroquinolin-2-one NCC(CN1N=CN(C1=O)C1=C(C=C(C=N1)C=1C=C2CCC(N(C2=CC1)C)=O)C)=C(F)F